BrC1=C2N(N=C1C1=NC=C(C=C1)F)[C@H](CC2)C (S)-3-bromo-2-(5-fluoropyridin-2-yl)-6-methyl-5,6-dihydro-4H-pyrrolo[1,2-b]Pyrazole